N-(2,8-dimethylimidazo[1,2-a]pyrazin-6-yl)-4-methoxy-2-(methyl-(piperidin-4-yl)amino)pyrimidine-5-carboxamide CC=1N=C2N(C=C(N=C2C)NC(=O)C=2C(=NC(=NC2)N(C2CCNCC2)C)OC)C1